BrC=1C(=CC=2C3=C(C(=NC2C1F)OC[C@H]1N(CCC1)C)C=NN3[C@@H]3C[C@H](N(CC3)C(=O)OC(C)(C)C)CC#N)C tert-butyl (2S,4S)-4-(7-bromo-6-fluoro-8-methyl-4-(((S)-1-methylpyrrolidin-2-yl)methoxy)-1H-pyrazolo[4,3-c]quinolin-1-yl)-2-(cyanomethyl)piperidine-1-carboxylate